C[C@@H]1N(CC1)C=1N=C(C2=C(N1)CCC2)C=2C=C1[C@]3(C(NC1=CC2)=O)[C@H](C3)C#N |&1:17,24| rac-(1R,2S)-5'-(2-((S)-2-methylazetidin-1-yl)-6,7-dihydro-5H-cyclopenta[d]pyrimidin-4-yl)-2'-oxospiro[cyclopropane-1,3'-indoline]-2-carbonitrile